NC1=NC=CC=C1C1=NC=2C(=NC(=CC2)C2=CC=CC=C2)N1C=1C=CC(=NC1)NCC1CC2(CC(C2)C(=O)OC)C1 methyl 6-[[[5-[2-(2-amino-3-pyridyl)-5-phenyl-imidazo[4,5-b]pyridin-3-yl]-2-pyridyl]amino]methyl]spiro[3.3]heptane-2-carboxylate